2,4,5-trifluorotolylacetic acid FC1=C(C=C(C(=C1CC(=O)O)F)F)C